bis(dimethylfluorenyl)[di(phenyl)triazinylphenyl]dibenzothiophene CC=1C(=C(C=2CC3=CC=CC=C3C2C1)C=1C(=C(C2=C(SC3=C2C=CC=C3)C1)C1=C(C(=C(C=C1)C1=CC=CC=C1)C1=CC=CC=C1)C1=NN=NC=C1)C1=C(C(=CC=3C2=CC=CC=C2CC13)C)C)C